(S)-1-(6-(4-(5-(5-fluoropyridin-3-yl)-4,5-dihydro-1H-pyrazole-1-carbonyl)piperazin-1-yl)pyrimidin-4-yl)-3,5-dimethyl-1H-pyrazole-4-carboxamide FC=1C=C(C=NC1)[C@@H]1CC=NN1C(=O)N1CCN(CC1)C1=CC(=NC=N1)N1N=C(C(=C1C)C(=O)N)C